NC=1C2=C(N=CN1)N(C=C2C#N)[C@@H]2O[C@@H]([C@H]([C@H]2O[Si](C)(C)C(C)(C)C)O[Si](C)(C)C(C)(C)C)CSCC=2C(=NOC2C2=CC=CC=C2)C 4-Amino-7-((2R,3R,4R,5S)-3,4-bis((tert-butyldimethylsilyl)oxy)-5-((((3-methyl-5-phenylisoxazol-4-yl)methyl)thio)methyl)tetrahydrofuran-2-yl)-7H-pyrrolo[2,3-d]pyrimidine-5-carbonitrile